N1(CCCC1)C=1C(C(C1NC1=CC=C(C=C1)C1=NOC(=N1)C(F)(F)F)=O)=O 3-(pyrrolidin-1-yl)-4-((4-(5-(trifluoromethyl)-1,2,4-oxadiazol-3-yl)phenyl)amino)cyclobut-3-ene-1,2-dione